C1CCCC(C1)C=1C(=O)NC(C1)=O 5-cyclohexylmaleimide